tert-Butyl(cis-3-(4-((2-(2,6-dioxopiperidin-3-yl)-1-oxoisoindolin-5-yl)carbamoyl)phenoxy)cyclobutyl)carbamate C(C)(C)(C)OC(N[C@@H]1C[C@@H](C1)OC1=CC=C(C=C1)C(NC=1C=C2CN(C(C2=CC1)=O)C1C(NC(CC1)=O)=O)=O)=O